trans-N-[4-[5-[4-[(5-methyl-1-tetrahydropyran-2-yl-pyrazol-3-yl)amino]-2-(oxetan-3-ylsulfonyl)phenyl]thiazol-2-yl]-cyclohexyl]carbamic acid isopropyl ester C(C)(C)OC(N[C@@H]1CC[C@H](CC1)C=1SC(=CN1)C1=C(C=C(C=C1)NC1=NN(C(=C1)C)C1OCCCC1)S(=O)(=O)C1COC1)=O